(trans)-Ethyl (4-((4-(1-isopropyl-1H-pyrazol-4-yl)pyridin-2-yl)((4-(4-methoxy-3-methylphenyl)bicyclo[2.2.2]octan-1-yl)methyl)carbamoyl)cyclohexyl)carbamate C(C)(C)N1N=CC(=C1)C1=CC(=NC=C1)N(C(=O)[C@@H]1CC[C@H](CC1)NC(OCC)=O)CC12CCC(CC1)(CC2)C2=CC(=C(C=C2)OC)C